Cl[C@H](C(=O)N(CC(=O)N)NC(=O)[C@H]1N(CCC1)C(=O)C1(CC1)C1=CC=C(C=C1)OC(F)(F)F)C 2-[(2S)-2-chloropropanoyl-[[(2S)-1-[1-[4-(trifluoromethoxy)phenyl]cyclopropanecarbonyl]pyrrolidine-2-carbonyl]amino]amino]acetamide